C(C)(OCC)(OCC)OCC triethyl orthoacetat